1-Ethyl 5,7-dihydroxypyrazolo[1,5-a]pyrimidine-3-carboxylate OC1=NC=2N(C(=C1)O)N=CC2C(=O)OCC